dioctyl disulphide C(CCCCCCC)SSCCCCCCCC